3-(6-methyl-[1,2,4]triazolo[1,5-a]pyridin-8-yl)-5-(trifluoromethyl)-3-azabicyclo[3.1.0]hexane-1-carboxylic acid CC=1C=C(C=2N(C1)N=CN2)N2CC1(CC1(C2)C(F)(F)F)C(=O)O